COC(=O)C=1NC2=C(C=C(C=C2C(C1)=C=O)F)NCCCl 8-(2-chloroethyl)amino-6-fluoro-4-carbonyl-1,4-dihydroquinoline-2-carboxylic acid methyl ester